N[C@H]1CN(C[C@H]1C)C=1C2=CN(N=C2C=CC1C=1C(=NN(C(C1)=O)C1=C(C=CC=C1F)F)C(=O)N)C12CCC(CC1)CC2 (4-((3R,4R)-3-amino-4-methylpyrrolidin-1-yl)-2-(bicyclo[2.2.2]oct-1-yl)-2H-indazol-5-yl)-1-(2,6-difluorophenyl)-6-oxo-1,6-dihydropyridazine-3-carboxamide